The molecule is a 1-acyl-sn-glycerol that has octadecanoyl (stearoyl) as the 1-acyl group. It has a role as a plant metabolite. It is a 1-acyl-sn-glycerol and a 1-monostearoylglycerol. It is an enantiomer of a 3-stearoyl-sn-glycerol. CCCCCCCCCCCCCCCCCC(=O)OC[C@H](CO)O